NC1=C(SC2=NC(=CC=C21)C)C(=O)N[C@@H]2CC=1C=CC(=NC1CC2)N2C[C@@H]([C@H](CC2)OC)N 3-amino-N-[(6S)-2-[(3S,4S)-3-amino-4-methoxypiperidin-1-yl]-5,6,7,8-tetrahydroquinolin-6-yl]-6-methylthieno[2,3-b]pyridine-2-carboxamide